ClC=1C=C(C=CC1)C(CO)NC(=O)C=1N=CN(C1)C1=CC(=NC=C1)N[C@H](CO)CC N-(1-(3-Chlorophenyl)-2-hydroxyethyl)-1-(2-(((S)-1-hydroxybutan-2-yl)amino)-pyridin-4-yl)-1H-imidazole-4-carboxamide